(R)-tert-butyl 3-methyl-6-((2-(trimethylsilyl) ethoxy) methyl)-2,3-dihydropyrrolo[3',2':5,6]pyrido[2,3-b][1,4]oxazine-1(6H)-carboxylate C[C@@H]1CN(C2=C(O1)N=C1C(=C2)C=CN1COCC[Si](C)(C)C)C(=O)OC(C)(C)C